(4-fluorophenyl)-2-(4-pyridyl)ethanone FC1=CC=C(C=C1)C(CC1=CC=NC=C1)=O